2-chloro-6-(pyrrolidin-1-yl)pyrazine ClC1=NC(=CN=C1)N1CCCC1